4-hydroxy-3,3-dimethyl-pyrrolidine phenyl-(2-chloropyrimidin-5-yl)carbamate C1(=CC=CC=C1)N(C(O)=O)C=1C=NC(=NC1)Cl.OC1C(CNC1)(C)C